CC1(CCN(CC1)C(=O)N1N=C(C=C1)C(=O)O)N(C(C1=C(C=CC=C1)C=1SC=CN1)C(F)(F)F)C 1-(4-methyl-4-(methyl(2-(thiazol-2-yl)(trifluoromethyl)benzyl)amino)piperidine-1-carbonyl)-1H-pyrazole-3-carboxylic acid